6-(tert-butylthio)-5-methoxy-1-((2-(trimethylsilyl)ethoxy)methyl)-1H-benzo[d]imidazole C(C)(C)(C)SC=1C(=CC2=C(N(C=N2)COCC[Si](C)(C)C)C1)OC